(2s)-1-{[5-(3-Methyl-1h-Indazol-5-Yl)pyridin-3-Yl]oxy}-3-Phenylpropan-2-Amine CC1=NNC2=CC=C(C=C12)C=1C=C(C=NC1)OC[C@H](CC1=CC=CC=C1)N